C1(=CC=CC=C1)N(C=1C=C2N(C=3C=CC=CC3B3C2=C(C1)N(C=1C=CC=CC13)C1=CC=CC=C1)C1=CC=CC=C1)C1=CC=CC=C1 N,N,5,9-tetraphenyl-5,9-dihydro-5,9-diaza-13b-boranaphtho[3,2,1-de]anthracene-7-amine